FC1=C2CC(CC2=CC(=C1)OCCS(=O)(=O)C)CNCCC1CN(C(O1)=O)C1=NC2=C(OCC(N2)=O)N=C1 6-[5-[2-[[4-fluoro-6-(2-methylsulfonylethoxy)-2,3-dihydro-1H-inden-2-yl]methylamino]ethyl]-2-oxo-1,3-oxazolidin-3-yl]-4H-pyrazino[2,3-b][1,4]oxazin-3-one